titanium bis(2-hydroxypropionate) monoammonium [NH4+].OC(C(=O)[O-])C.OC(C(=O)[O-])C.[Ti+]